tert-butyl 6-(5-(3-chloro-2-(methoxycarbonyl)phenoxy)-2-nitropyridin-4-yl)-3,4-dihydroisoquinoline-2(1H)-carboxylate ClC=1C(=C(OC=2C(=CC(=NC2)[N+](=O)[O-])C=2C=C3CCN(CC3=CC2)C(=O)OC(C)(C)C)C=CC1)C(=O)OC